(6-(3-Cyclopropyl-2-methylbenzyl)-2-azaspiro[3.3]heptan-2-yl)((1s,3s)-3-hydroxy-3-methylcyclobutyl)methanone C1(CC1)C=1C(=C(CC2CC3(CN(C3)C(=O)C3CC(C3)(C)O)C2)C=CC1)C